CC=1C=C(C=CC1)C1=NC(=NO1)C1=CC=CC=C1 5-(3-methylphenyl)-3-phenyl-1,2,4-oxadiazole